C1=CC(=CC=C1C(=O)C2=C(C=C(C=C2Cl)CN3C(=C(N=N3)C(=O)N)N)Cl)Cl.C1=C(NC(=O)NC1=O)C(=O)O CARBOXYAMIDOTRIAZOLE OROTATE